C(CC)N1N=CC(=C1)NC1=NC(=NC=C1)C1=CC=C(C=C1)N1C(NCC1)=O 1-(4-(4-((1-propyl-1H-pyrazol-4-yl)amino)pyrimidin-2-yl)phenyl)imidazolidin-2-one